1-(7-fluoro-quinolin-6-yl)-ethanone FC1=C(C=C2C=CC=NC2=C1)C(C)=O